4-(3,5-difluoro-4-(2-methoxyvinyl)phenyl)morpholine FC=1C=C(C=C(C1C=COC)F)N1CCOCC1